4-(dimethoxymethyl)-1-[4-[(3S)-6-methoxy-3-methyl-2-phenyl-3,4-dihydronaphthalen-1-yl]phenyl]piperidine COC(C1CCN(CC1)C1=CC=C(C=C1)C1=C([C@H](CC2=CC(=CC=C12)OC)C)C1=CC=CC=C1)OC